6-(3-chloro-4-methyl-phenoxy)pyridin-3-amine ClC=1C=C(OC2=CC=C(C=N2)N)C=CC1C